BrC=1C=2N(C=CC1)C(=C(N2)C(=O)N)SC(F)(F)F 8-bromo-3-[(trifluoromethyl)sulfanyl]imidazo[1,2-a]pyridine-2-carboxamide